3,4-dihydroquinolone N1C(CCC2=CC=CC=C12)=O